17,17-bis(ethylenedioxy)androstane-6α-ol C1OC23[C@]4(C)[C@@H](CC2(OCCO3)OC1)[C@@H]1C[C@@H](C3CCCC[C@]3(C)[C@H]1CC4)O